acrylate compound with 2-mercaptopropanol SC(CO)C.C(C=C)(=O)O